5-ethynyl-2-methylpiperidine-1-carboxylate C(#C)C1CCC(N(C1)C(=O)[O-])C